((((5-(1-ethoxyethenyl)-3-fluoropyridin-2-yl)methoxy)methanethioyl)amino)amine C(C)OC(=C)C=1C=C(C(=NC1)COC(=S)NN)F